C(C)C1=C(C(=CC=C1)O)B(O)O (2-ethyl-6-hydroxy-phenyl)boronic acid